2-hydroxy-2-methyl-1-(3-(4-(4-(1-(pentan-3-yl)-1H-pyrazol-4-yl)pyrazolo[1,5-a]pyrazin-6-yl)-1H-pyrazol-1-yl)azetidin-1-yl)propan-1-one OC(C(=O)N1CC(C1)N1N=CC(=C1)C=1N=C(C=2N(C1)N=CC2)C=2C=NN(C2)C(CC)CC)(C)C